(2R,3S,5R)-5-(8-bromo-6-(dimethylamino)-9H-purin-9-yl)-2-(hydroxymethyl)tetrahydrofuran-3-ol BrC=1N(C2=NC=NC(=C2N1)N(C)C)[C@H]1C[C@@H]([C@H](O1)CO)O